4-((1S,5R)-1-((methoxy-d3)methyl)-3,8-diazabicyclo[3.2.1]oct-3-yl)-2-(methylthio)pyrido[4,3-d]pyrimidine C(OC[C@@]12CN(C[C@@H](CC1)N2)C=2C1=C(N=C(N2)SC)C=CN=C1)([2H])([2H])[2H]